FC(CN1CC(CC1)N)(F)F 1-(2,2,2-trifluoroethyl)pyrrolidin-3-amine